5-chloro-2-(1,4-dioxaspiro[4.5]decan-8-yl)pyrimidine ClC=1C=NC(=NC1)C1CCC2(OCCO2)CC1